CN1C(=NC=C1C)C1=CC(=C(C=C1)NC=1N=CC2=C(N1)C(=NC(=C2)C)NCC(C)(C)C)OC N2-(4-(1,5-dimethyl-1H-imidazol-2-yl)-2-methoxyphenyl)-6-methyl-N8-neopentylpyrido[3,4-d]pyrimidine-2,8-diamine